FC1=CC2=C(C(=NS2)N2CCN(CC2)CC=2C=C3CN(C(C3=CC2)=O)N2C(NC(CC2)=O)=O)C=C1 1-(5-((4-(6-fluorobenzo[d]isothiazol-3-yl)piperazin-1-yl)methyl)-1-oxoisoindolin-2-yl)dihydropyrimidine-2,4(1H,3H)-dione